2-(6-methoxy-1H-indol-3-yl)-2-phenylindol-3-one COC1=CC=C2C(=CNC2=C1)C1(NC2=CC=CC=C2C1=O)C1=CC=CC=C1